ClC1=CC=C(C=N1)NC1=NC=CC2=CC(=CC=C12)O[C@@H](C)C1=CC=NC=C1 (S)-N-(6-chloropyridin-3-yl)-6-(1-(pyridin-4-yl)ethoxy)isoquinolin-1-amine